coniferylalcohol C(\C=C\C1=CC(OC)=C(O)C=C1)O